3-oxo-8-(trifluoromethyl)imidazo[1,5-a]Pyridine-6-carbaldehyde O=C1NC=C2N1C=C(C=C2C(F)(F)F)C=O